CC1=CCCCC12C(=O)OC2=O methylcyclohexenedicarboxylic anhydride